OC1=C(C=CC=C1)C=1N=NC=2NC[C@H]3CN(CCN3C2C1)C1CN(CC1)C(C=C)=O 1-{3-[(4bS,8aS)-3-(o-hydroxyphenyl)-6,7,8,8a,9,10-hexahydro-5H-1,2,4b,7,10-pentaazaphenanthr-7-yl]-1-pyrrolidinyl}-2-propen-1-one